2-((1r,3r)-4'-chloro-3-methoxyspiro[cyclobutane-1,5'-pyrrolo[2,3-d]pyrimidin]-7'(6'H)-yl)isonicotinonitrile ClC=1C2=C(N=CN1)N(CC21CC(C1)OC)C=1C=C(C#N)C=CN1